(2S)-3-({[1-(carboxy-methyl)imidazolidin-2-ylidene]amino}-sulfanyl)-2-acetamido-propanoic acid C(=O)(O)CN1C(NCC1)=NSC[C@H](C(=O)O)NC(C)=O